FC=1C=C(C=C(C1)F)C(C(=O)N1CC2=C(N=C(NC2=O)C(C)(C)C2=CC=CC=C2)CC1)O 6-(2-(3,5-difluorophenyl)-2-hydroxyacetyl)-2-(2-phenylpropan-2-yl)-5,6,7,8-tetrahydropyrido[4,3-d]pyrimidin-4(3H)-one